C(#N)N1CC(C1)CN1N=C(N=C1)C=1C(=C(C=CC1)NC1=C(N=NC(=C1)NC(=O)C1CC1)C(=O)NC)OC 4-((3-(1-((1-Cyanoazetidin-3-yl)methyl)-1H-1,2,4-triazol-3-yl)-2-methoxyphenyl)amino)-6-(cyclopropanecarboxamido)-N-methylpyridazine-3-carboxamide